5-bromopyridine-2,3-diol BrC=1C=C(C(=NC1)O)O